(3R,4R)-1-cyclohexyl-4-{[5-(2,4-difluoro-phenyl)-isoxazole-3-carbonyl]-amino}-piperidine-3-carboxylic acid ((1R)-2-ethoxy-1-methyl-ethyl)-amide C(C)OC[C@@H](C)NC(=O)[C@@H]1CN(CC[C@H]1NC(=O)C1=NOC(=C1)C1=C(C=C(C=C1)F)F)C1CCCCC1